CC1=CC=C(C(=N1)OC1=C(C=C(C=C1C)C)C)C(=O)NS(=O)(=O)C1=CC=NN1 6-Methyl-N-(1H-pyrazol-5-ylsulfonyl)-2-(2,4,6-trimethylphenoxy)pyridin-3-carboxamid